N1C=CC2=C(C=CC=C12)S(=O)(=O)N1CCN(CC1)C1=CC=C(C=C1)O 4-(4-((1H-indol-4-yl)sulfonyl)piperazin-1-yl)phenol